tert-butyl 4-[6-[[1-(difluoromethyl)cyclopropyl]methoxy]pyrazolo[1,5-a]pyridin-3-yl]piperidine-1-carboxylate FC(C1(CC1)COC=1C=CC=2N(C1)N=CC2C2CCN(CC2)C(=O)OC(C)(C)C)F